FC=1C=C(C=CC1OC)C1=NN=C(S1)NC1=CC=CC=C1 5-(3-fluoro-4-methoxyphenyl)-N-phenyl-1,3,4-thiadiazol-2-amine